(3S)-3-methyl-1-[2-(trifluoromethyl)phenyl]piperazine C[C@H]1CN(CCN1)C1=C(C=CC=C1)C(F)(F)F